tert-butyl (R)-((8-(2-methylpyridin-4-yl)chroman-4-yl)methyl)carbamate CC1=NC=CC(=C1)C=1C=CC=C2[C@@H](CCOC12)CNC(OC(C)(C)C)=O